1-[4-(2-{7,8-dimethyl-[1,2,4]triazolo[1,5-a]pyridin-6-yl}-3-(propan-2-yl)-1H-pyrrolo[3,2-b]pyridin-5-yl)piperazin-1-yl]-2-[(2H3)methylamino]ethan-1-one CC1=C(C=2N(C=C1C1=C(C3=NC(=CC=C3N1)N1CCN(CC1)C(CNC([2H])([2H])[2H])=O)C(C)C)N=CN2)C